6-tert-Butyl-pseudouridine C(C)(C)(C)C1=C([C@H]2[C@H](O)[C@H](O)[C@@H](CO)O2)C(NC(N1)=O)=O